ClC=1OC2=C(N1)C=CC(=C2)Cl 2,6-dichlorobenzo[d]Oxazole